(4,4-difluoropiperidin-1-yl)methanamine FC1(CCN(CC1)CN)F